BrC=1C(=CC(=C(C#N)C1)C)C 5-bromo-2,4-dimethyl-benzonitrile